CSC1=NC(=C2NC=NC2=N1)N 2-methylthioadenine